4-(3-(4-fluorophenyl)-1,2,4-oxadiazol-5-yl)piperidine-1-carboxylate FC1=CC=C(C=C1)C1=NOC(=N1)C1CCN(CC1)C(=O)[O-]